1-fluoro-N-[(2S,3S)-2-[(2-fluoro[1,1'-biphenyl]-3-yl)methyl]-1-(2-hydroxy-2-methylpropanoyl)pyrrolidin-3-yl]cyclopropane-1-sulfonamide FC1(CC1)S(=O)(=O)N[C@@H]1[C@@H](N(CC1)C(C(C)(C)O)=O)CC=1C(=C(C=CC1)C1=CC=CC=C1)F